FS(=O)(=O)OC=1C=C(C(=O)O)C=CC1 3-((fluorosulfonyl)oxy)benzoic acid